COC=1C=C2CCN(C(C2=C(C1)OCCC(C)C)=O)CC1=CC(=CC=C1)C(F)(F)F 6-methoxy-8-isopentyloxy-2-[3-(trifluoromethyl)benzyl]-3,4-dihydroisoquinolin-1(2H)-one